3-Amino-6-chloro-4-(3-methyl-1H-indazol-4-yl)-1H-quinolin-2-one NC=1C(NC2=CC=C(C=C2C1C1=C2C(=NNC2=CC=C1)C)Cl)=O